C(C)C1=C(C=CC(=C1F)F)[C@H]1[C@@H](O[C@]([C@@H]1C)(C(F)(F)F)C)C(=O)NC1=CC(=NC=C1)C(=O)N 4-[[(2R,3S,4R,5R)-3-(2-Ethyl-3,4-difluoro-phenyl)-4,5-dimethyl-5-(trifluoromethyl)tetrahydrofuran-2-carbonyl]amino]pyridin-2-carboxamid